C[C@H]1CN(CCN1C)[C@](C(=O)N)(C)C=1C=CC=C2C(=CNC12)C1=NC(=NC=C1C)NC=1C(=NN(C1)C)OCC (2R)-2-[(3S)-3,4-dimethylpiperazin-1-yl]-(3-{2-[(3-ethoxy-1-methyl-1H-pyrazol-4-yl)amino]-5-methylpyrimidin-4-yl}-1H-indol-7-yl)propanamide